(S)-3-fluoropyrrolidine hydrochloride salt Cl.F[C@@H]1CNCC1